Cl.Cl.C(CCC)(=O)OCC Ethyl butyrate dihydrochloride